N-phenyl-tetracyclo[6.2.1.13,6.02,7]Dodec-9-ene-4,5-dicarboximide C1(=CC=CC=C1)N1C(=O)C2C3C4C5C=CC(C4C(C2C1=O)C3)C5